C(=CC1=CC=CC=C1)/C(=C/C(=O)OC(C=C)=O)/C(=O)O acrylic acid-styrene-maleic anhydride